OC(C(=S)O)CCC 2-Hydroxy-4-Methyl-ThioButanoic acid